CCCCCCCCCC(CC\C=C/CCCCCC)=O (Z)-13-eicosene-10-one